BrC1=NC(=NN1C)C 5-bromo-1,3-dimethyl-1,2,4-triazole